C1(=CC=CC=C1)C(C1=CC=CC=C1)=NC1=C2CCC[C@H](C2=CC=C1)NC(OCC1=CC=CC=C1)=O (R)-Benzyl 5-(diphenylmethyleneamino)-1,2,3,4-tetrahydronaphthalen-1-ylcarbamate